C(=O)(O)[C@H](CC(=O)N1CC2=CC(=CC(=C2C1)OCCCOC=1C=C2CN(CC2=CC1OC)C(C[C@@H](C(=O)O)C)=O)OC)C (S)-4-(5-(3-((2-((S)-3-carboxybutanoyl)-6-methoxyisoindolin-4-yl)oxy)propoxy)-6-methoxyisoindolin-2-yl)-2-methyl-4-oxobutanoic acid